tert-Butyl ((3S,5S)-1-(2-(2-(2,6-difluorophenyl)pyrimidine-4-carboxamido)-5-(4,4,5,5-tetramethyl-1,3,2-dioxaborolan-2-yl)phenyl)-5-(hydroxymethyl)pyrrolidin-3-yl)carbamate FC1=C(C(=CC=C1)F)C1=NC=CC(=N1)C(=O)NC1=C(C=C(C=C1)B1OC(C(O1)(C)C)(C)C)N1C[C@H](C[C@H]1CO)NC(OC(C)(C)C)=O